1,2-dimercaptoethyl-triethoxysilane SC(CS)[Si](OCC)(OCC)OCC